(S)-N-(4-(3-aminopiperidin-1-yl)-5-((1-(trifluoromethyl)-1H-pyrazol-4-yl)ethynyl)pyridin-2-yl)-2-(2,4-difluoro-6-methoxyphenyl)pyrimidin-4-amine N[C@@H]1CN(CCC1)C1=CC(=NC=C1C#CC=1C=NN(C1)C(F)(F)F)NC1=NC(=NC=C1)C1=C(C=C(C=C1OC)F)F